ClC=1C=C2C(=CC(=NC2=CC1)C(F)(F)F)N[C@@H]1C[C@@H](CCC1)NC(C1=CC=C(C=C1)CN(C)C)=O N-[(1R,3S)-3-{[6-chloro-2-(trifluoromethyl)quinolin-4-yl]amino}cyclohexyl]-4-[(dimethylamino)methyl]benzamide